di(t-butylphenyl)iodonium p-toluenesulfonate CC1=CC=C(C=C1)S(=O)(=O)[O-].C(C)(C)(C)C1=C(C=CC=C1)[I+]C1=C(C=CC=C1)C(C)(C)C